ClC=1C(N(C(=CC1OC([2H])([2H])C1=NC=C(C=C1F)F)C)C1=CC(=NC=C1C)N1N=C(C(=C1)F)S(=O)(=O)C(C)C)=O 3-Chloro-4-((3,5-difluoropyridin-2-yl)methoxy-d2)-2'-(4-fluoro-3-(isopropylsulfonyl)-1H-pyrazole-1-yl)-5',6-dimethyl-2H-[1,4'-bipyridyl]-2-one